10-(hexylamino)-10-oxodecanamide C(CCCCC)NC(CCCCCCCCC(=O)N)=O